COCCC=1C(=C(C(=NC1N1N=C(C=C1)C=1C=C(C=CC1)C)N)[N+](=O)[O-])N1CCOCC1 (2-methoxyethyl)-4-morpholino-3-nitro-6-(3-(m-tolyl)-1H-pyrazol-1-yl)pyridin-2-amine